4-decylsilane CCCC(CCCCCC)[SiH3]